C(#N)C=1C=C(C=CC1)C=1N=C(SC1C1=CC(=NC(=C1)C)C)NC(=O)N1CC2(C1)CC(C2)(C)O N-[4-(3-cyanophenyl)-5-(2,6-dimethyl-4-pyridyl)thiazol-2-yl]-6-hydroxy-6-methyl-2-azaspiro[3.3]heptane-2-carboxamide